FC=1C(=CC=2C3=C(NC(C2C1)=O)COC[C@H]3N(C(=O)C3=CC=C(C=C3)C3=CC=C(C=C3)F)C)F (S)-N-(8,9-Difluoro-6-oxo-1,4,5,6-tetrahydro-2H-pyrano[3,4-c]isoquinolin-1-yl)-4'-fluoro-N-methyl-[1,1'-biphenyl]-4-carboxamide